1-(1-(2,6-Dioxopiperidin-3-yl)-3-methyl-2-oxo-2,3-dihydro-1H-benzo[d]imidazol-5-yl)piperidine-4-carbaldehyde O=C1NC(CCC1N1C(N(C2=C1C=CC(=C2)N2CCC(CC2)C=O)C)=O)=O